C1(=CC=CC=C1)C(C)(C)N1[C@H]2CN(C[C@@H]1C=C2)C=2C1=C(N=CN2)C=CN=C1 4-((1R,5S)-8-(2-phenylpropan-2-yl)-3,8-diazabicyclo[3.2.1]oct-6-ene-3-yl)pyrido[4,3-d]pyrimidine